[N+](=O)([O-])C1=C(C=CC=C1)COC(=O)N1CCC(CC1)O (2-nitrophenyl)methyl-4-hydroxypiperidine-1-carboxylate